5-((3-(5-(Benzyloxy)pyridin-3-yl)benzyl)oxy)-2-hydroxybenzoic acid C(C1=CC=CC=C1)OC=1C=C(C=NC1)C=1C=C(COC=2C=CC(=C(C(=O)O)C2)O)C=CC1